NC=1C(=NC=2C=C3C(=CC2C1)OCC(N3C)=O)C(C)(C)O 8-amino-7-(2-hydroxy-prop-2-yl)-4-methyl-2H-[1,4]oxazino[2,3-g]quinolin-3(4H)-one